diisopropoxytitanium bis(methyl acetoacetate) CCC(CC(=O)[O-])=O.CCC(CC(=O)[O-])=O.C(C)(C)O[Ti+2]OC(C)C